ClC1=C(C=CC=C1C=1C=NC(=CC1)N1C2(CCC2)CCOC1=O)C1C(NC(CC1)=O)=O 3-(2-chloro-3-(6-(6-oxo-7-oxa-5-azaspiro-[3.5]nonan-5-yl)pyridin-3-yl)phenyl)piperidine-2,6-dione